BrC=1C(NC2=CC=C(C=C2C1C)C)=O 3-Bromo-4,6-dimethylquinolin-2(1H)-one